C(C)(C)(C)[C@@H](CCC)N(NC(C1=CC(=CC=C1)C)=O)C(C1=CC(=CC(=C1)C)C)=O (R)-3,5-Dimethyl-benzoic acid N-(1-tert-butyl-butyl)-N'-(3-methyl-benzoyl)-hydrazide